5-cyclopropyl-2-fluoro-4-(((4-fluoropiperidin-4-yl)methoxy)methyl)-N-(methylsulfonyl)benzamide hydrochloride Cl.C1(CC1)C=1C(=CC(=C(C(=O)NS(=O)(=O)C)C1)F)COCC1(CCNCC1)F